C(CCCCCCC\C=C/C\C=C/CCCCC)(=O)OCC(COC(CC12CC3CC(CC(C1)C3)C2)=O)COC(=O)OC2=CC=C(C=C2)[N+](=O)[O-] 3-(2-((3r,5r,7r)-adamantan-1-yl)acetoxy)-2-((((4-nitrophenoxy)carbonyl)oxy)methyl)propyl (9Z,12Z)-octadeca-9,12-dienoate